BrC=1C=CC=2C3=C(NC2C1F)CCN(C3)C(COC(C)=O)=O [2-(7-bromo-6-fluoro-1,3,4,5-tetrahydropyrido[4,3-b]indol-2-yl)-2-oxo-ethyl]acetate